(E)-4-[5-(3-chloro-10,11-dihydro-5H-dibenzo[b,f]azepin-5-yl)pentylamino]but-2-enoate ClC=1C=CC2=C(N(C3=C(CC2)C=CC=C3)CCCCCNC/C=C/C(=O)[O-])C1